S(=O)(=O)(O)[C@]([C@H](C=O)O)(O)[C@@H](O)[C@H](O)CO 3-sulfogalactose